5-{4H,5H-naphtho[2,1-d][1,3]oxazol-2-yl}-1-(propan-2-yl)-1H-1,2,3-benzotriazole O1C(=NC2=C1C1=CC=CC=C1CC2)C2=CC1=C(N(N=N1)C(C)C)C=C2